(2-cyano-2-(2-(3,5-dichloro-4-((1-oxo-2-(p-tolyl)-1,2,3,4-tetrahydroisoquinolin-6-yl)oxy)phenyl)hydrazono)acetyl)carbamate C(#N)C(C(=O)NC([O-])=O)=NNC1=CC(=C(C(=C1)Cl)OC=1C=C2CCN(C(C2=CC1)=O)C1=CC=C(C=C1)C)Cl